N,N-dibutylethylenediamine C(CCC)N(CCN)CCCC